(2r,3s)-1-benzhydryl-2-methyl-3-((methanesulfonyl)methyl)azetidine pent-3-ene-1,5-diyl-diacetate C(CC=CCCC(=O)O)CC(=O)O.C(C1=CC=CC=C1)(C1=CC=CC=C1)N1[C@@H]([C@H](C1)CS(=O)(=O)C)C